N1(CC2(CCC1)OCC=1C=NC=CC12)CC1=CN=C(S1)NC(C)=O N-(5-((3H-Spiro[furo[3,4-c]pyridine-1,3'-piperidin]-1'-yl)methyl)thiazol-2-yl)acetamide